BrC=1C=CC(=NC1)S(=O)(=O)C 5-bromo-2-(methylsulfonyl)pyridine